CC1=C(C(=C(C1([Hf]C=1CC=2C=C3C(=CC2C1CC(C)(C)C)C=CC=C3)C)C)C)C pentamethylcyclopentadienyl-(1-neopentyl-benz[f]indenyl)hafnium